BrCC(=O)NCCOCCOCCOCCOCCOCCOCCC(=O)O N-bromoacetyl-3-[(17-amino-3,6,9,12,15-pentaoxaheptadec-1-yl)oxy]propionic acid